4-methoxy-2-((3-methyl-4-(3-morpholinopropoxy)phenyl)amino)pyrimidine-5-carboxamide COC1=NC(=NC=C1C(=O)N)NC1=CC(=C(C=C1)OCCCN1CCOCC1)C